CN1CC2(C1)CCN(CC2)CC2=CC=C(C=C2)B2OC(C(O2)(C)C)(C)C 2-methyl-7-(4-(4,4,5,5-tetramethyl-1,3,2-dioxaborolan-2-yl)benzyl)-2,7-diazaspiro[3.5]nonane